[Cd+2].[Se-2].[Cd+2].[Se-2] Cadmium selenide cadmium